(+/-)-4-(3-(2-chloro-5-(methylsulfinyl)phenyl)-1,4-oxazepan-4-yl)-6-methylpyrimidin-2-amine ClC1=C(C=C(C=C1)S(=O)C)C1COCCCN1C1=NC(=NC(=C1)C)N